5-chloro-N'-hydroxypyridineformamidine ClC=1C=CC(=NC1)C(=NO)N